ClC=1C=CC(=C(C(=O)OCC)C1)NC1=C(C=C(C=C1)C#N)C ethyl 5-chloro-2-((4-cyano-2-methyl-phenyl)amino)-benzoate